COC=1C=C(C=O)C(=CN1)OCC1=CC(N(C=C1)C)=O 2-methoxy-5-((1-methyl-2-oxo-1,2-dihydropyridin-4-yl)methoxy)isonicotinaldehyde